4-(tributylstannyl)pyridazine C(CCC)[Sn](C1=CN=NC=C1)(CCCC)CCCC